mercaptopropyl-triisopropoxysilane SCCC[Si](OC(C)C)(OC(C)C)OC(C)C